8-(1-Methyl-1H-pyrazol-4-yl)-1-propyl-2-(4-trifluoromethyl-benzylamino)-1,7-dihydro-purin-6-one CN1N=CC(=C1)C1=NC=2N=C(N(C(C2N1)=O)CCC)NCC1=CC=C(C=C1)C(F)(F)F